CN1C2=C(C=CC1=O)N(C=C2C2=CC(=CC(=C2)OC2=CC=C(C=C2)C(F)(F)F)C)CC#N 2-(4-methyl-3-{3-methyl-5-[4-(trifluoromethyl)phenoxy]phenyl}-5-oxo-1H,4H,5H-pyrrolo[3,2-b]pyridin-1-yl)acetonitrile